octapropylene glycol monotosylate S(=O)(=O)(O)C1=CC=C(C)C=C1.CC(COC(C)COC(C)COC(C)COC(C)COC(C)COC(C)COC(C)CO)O